C(C)(=O)OCCN1CC2=C(C(CC1)(C)C)C=CC(=C2)C2=CC=C(C=C2)C(F)(F)F 2-(5,5-dimethyl-8-(4-(trifluoromethyl)phenyl)-1,3,4,5-tetrahydro-2H-benzo[c]azepin-2-yl)ethyl acetate